FC=1C(=CC2=C(C1)C1(CC1)CO2)C(=O)NC2=C(C(=CC(=C2)F)B2OC(C(O2)(C)C)(C)C)C 5-Fluoro-N-(5-fluoro-2-methyl-3-(4,4,5,5-tetramethyl-1,3,2-dioxaborolan-2-yl)phenyl)-2H-spiro[benzofuran-3,1'-cyclopropane]-6-carboxamide